FC=1C=C(C=CC1)NC1=C2N=CN(C2=NC(=N1)I)[C@H]1[C@@H]([C@@H]([C@@]2(C[C@H]12)C#N)O)O (1R,2R,3S,4R,5S)-4-(6-((3-fluorophenyl)amino)-2-iodo-9H-purin-9-yl)-2,3-dihydroxybicyclo[3.1.0]hexane-1-carbonitrile